C(C1=CC=CC=C1)(=O)NN=CC1=NC2=CC=CC=C2C=C1 2-Quinolinecarbaldehyde benzoyl hydrazone